Cl.N[C@@H]1CN(CCC1)C1=CC(=NC=C1C=1C=NN(C1)CC(C)(C)O)NC1=NC(=C(C#N)C=C1)C1=C(C=CC=C1OC)F 6-((4-((S)-3-aminopiperidin-1-yl)-5-(1-(2-hydroxy-2-methylpropyl)-1H-pyrazol-4-yl)pyridin-2-yl)amino)-2-(2-fluoro-6-methoxyphenyl)nicotinonitrile hydrochloride